7-methoxy-6-[3-(2-methoxyethyl)-1,2,4-oxadiazol-5-yl]quinolin COC1=C(C=C2C=CC=NC2=C1)C1=NC(=NO1)CCOC